4-(2-hydroxypropan-2-yl)-N-((5-(1-(tetrahydrofuran-3-yl)-1H-pyrrolo[2,3-b]pyridin-4-yl)-2,3-dihydro-1H-inden-4-yl)carbamoyl)thiophene-2-sulfonamide OC(C)(C)C=1C=C(SC1)S(=O)(=O)NC(NC1=C2CCCC2=CC=C1C1=C2C(=NC=C1)N(C=C2)C2COCC2)=O